3-(6-(benzo[d]thiazol-2-ylamino)pyridin-3-yl)-6-bromopyrazolo[5,1-b]thiazole-7-carboxylic acid S1C(=NC2=C1C=CC=C2)NC2=CC=C(C=N2)C=2N1C(SC2)=C(C(=N1)Br)C(=O)O